2-acetylsalicylamide C(C)(=O)C1(C(C(=O)N)C=CC=C1)O